(1R,2S,3R,5R)-3-[4-amino-5-(4-benzyl-1,3-thiazol-2-yl)-2-chloropyrrolo[2,3-d]pyrimidin-7-yl]-5-[1-(prop-2-en-1-yl)piperidin-4-yl]cyclopentane-1,2-diol NC=1C2=C(N=C(N1)Cl)N(C=C2C=2SC=C(N2)CC2=CC=CC=C2)[C@H]2[C@@H]([C@@H]([C@H](C2)C2CCN(CC2)CC=C)O)O